(R)-4-chloro-2-(1-cyclopropyl-2-hydroxy-2-methylpropyl)-7-(4-(1-methyl-1H-pyrazol-4-yl)phenyl)isoindolin-1-one ClC1=C2CN(C(C2=C(C=C1)C1=CC=C(C=C1)C=1C=NN(C1)C)=O)[C@@H](C(C)(C)O)C1CC1